C(C[C@@](C(=O)CC(CC(=O)[C@](CCC(=O)O)(C(=O)O)N)(C(=O)[C@](CCC(=O)O)(C(=O)O)N)O)(C(=O)O)N)C(=O)O citryl-L-glutamic acid